6-chloro-N-(4-((6-chloroquinolin-2-yl)carbamoyl)piperidin-1-yl)quinoline-2-carboxamide ClC=1C=C2C=CC(=NC2=CC1)C(=O)NN1CCC(CC1)C(NC1=NC2=CC=C(C=C2C=C1)Cl)=O